C(C)(=O)N1C[C@@H](OCC1)CC1=C(N=C2N1C=CC(=C2)C)C2=C(C=C(C=C2F)S(=O)(=O)N)F (S)-4-(3-((4-acetylmorpholin-2-yl)methyl)-7-methylimidazo[1,2-a]pyridin-2-yl)-3,5-difluorobenzenesulfonamide